dihydrofuroquinazoline N1CN=CC2=CC=C3C(=C12)C=CO3